6-chloro-5-(methylsulfinyl)-2-morpholino-N-(pyridin-3-yl)pyrimidin-4-amine ClC1=C(C(=NC(=N1)N1CCOCC1)NC=1C=NC=CC1)S(=O)C